tripropylene glycol mono-n-propyl ether C(CC)OC(C)COC(C)COC(C)CO